ClC1=C(C=CC=C1NC=1N=CC=C2C=C(C=NC12)C=O)C1=C(C(=CC=C1)C1=NC(=C(C=C1)C=O)OC)Cl 8-((2,2'-dichloro-3'-(5-formyl-6-methoxypyridin-2-yl)-[1,1'-biphenyl]-3-yl)amino)-1,7-naphthyridine-3-carbaldehyde